Cl.COC([C@@H](N)CCCNC(N[N+](=O)[O-])=N)=O Nomega-Nitro-L-arginine methyl ester hydrochloride